O[C@@H]1CC(NC1)=O (3S,4R)-4-hydroxy-2-oxo-pyrrolidin